C1NCC2=CC(=CC=C12)C(=O)N1CCC2=CC(=CC=C12)S(=O)(=O)Cl 1-(isoindoline-5-carbonyl)indoline-5-sulfonyl chloride